N1N=CC2=CC(=CC=C12)C=1C=CC=2N(C3=CC=C(C=C3OC2C1)C=1C=C2C=NNC2=CC1)CCN1CC(OCC1)C(F)(F)F 3,7-di(1H-indazol-5-yl)-10-(2-(2-(trifluoromethyl)morpholino)ethyl)-10H-phenoxazine